C(C)(C)(C)NC(=O)C1=NC(=CC=C1)NC1=CC(=CC(=C1)F)F N-tert-butyl-6-(3,5-difluoroanilino)pyridine-2-carboxamide